S1C=C(C=C1)C=1N=NN(C1)[C@@H]1[C@H]([C@@H](SC=2C=NC(=C(C2)Br)C(F)(F)F)O[C@@H]([C@@H]1O)CO)O 5-bromo-6-trifluoromethyl-pyridin-3-yl 3-deoxy-3-[4-(3-thienyl)-1H-1,2,3-triazol-1-yl]-1-thio-alpha-D-galactopyranoside